(S)-6-ethyl-2-((4-((2-hydroxy-1-phenylethyl)amino)-5-(3-(2-hydroxypropan-2-yl)-1,2,4-oxadiazol-5-yl)pyrimidin-2-yl)amino)-7,7-dimethyl-6,7-dihydro-5H-pyrrolo[3,4-b]pyridin-5-one C(C)N1C(C2=NC(=CC=C2C1=O)NC1=NC=C(C(=N1)N[C@H](CO)C1=CC=CC=C1)C1=NC(=NO1)C(C)(C)O)(C)C